O=C1NC(CCC1N1C(C2=CC=CC(=C2C1=O)OCC1=CC=C(C=C1)CN1CCOCC1)=O)=O 2-(2,6-dioxopiperidin-3-yl)-4-((4-(morpholinomethyl)benzyl)oxy)isoindoline-1,3-dione